FC1=C(C=CC(=C1)OC1=CC(=NC=C1)C(F)(F)F)CO (2-fluoro-4-((2-(trifluoromethyl)pyridin-4-yl)oxy)phenyl)methanol